ClC=1C(=C(C(=O)O)C=CC1)C(NC(C)(C)CC)=O 3-chloro-2-(tert-pentylcarbamoyl)benzoic acid